2-chloro-3-(naphthalen-2-yl)benzofuro[2,3-B]Pyrazine ClC=1N=C2C(=NC1C1=CC3=CC=CC=C3C=C1)OC1=C2C=CC=C1